(2E)-1-[5,6-dihydro-3-(trifluoromethyl)-1,2,4-triazolo[4,3-a]pyrazin-7(8H)-yl]-4-(2,4,5-trifluorophenyl)-2-buten-1-one FC(C1=NN=C2N1CCN(C2)C(\C=C\CC2=C(C=C(C(=C2)F)F)F)=O)(F)F